3-{[3-bromo-4-[(2,4-difluorobenzyl)oxy]-6-methyl-2-oxopyridin-1(2H)-yl]methyl}-N-methylbenzamide BrC=1C(N(C(=CC1OCC1=C(C=C(C=C1)F)F)C)CC=1C=C(C(=O)NC)C=CC1)=O